ClC=1C(=CC(=C(C(=O)NS(=O)(=O)N2C[C@H](OCC2)CN(C)C)C1)F)OCC1CCCC1 (R)-5-chloro-4-(cyclopentylmethoxy)-N-((2-((dimethylamino)methyl)morpholino)sulfonyl)-2-fluorobenzamide